NCCCO[Si](OC)(C)CCCN (aminoethyl)-aminopropyl-methyl-dimethoxysilane